C(#N)C1=CC(=CC=2C(=C(OC21)C)C(=O)NC2C(CNCC2)(F)F)OCC=2C(=NC=CC2)C(F)(F)F 7-cyano-N-(3,3-difluoropiperidin-4-yl)-2-methyl-5-((2-(trifluoromethyl)pyridin-3-yl)methoxy)-benzofuran-3-carboxamide